Propoxymethylacrylat C(CC)OCOC(C=C)=O